sodium pentadecyl carbonate C(OCCCCCCCCCCCCCCC)([O-])=O.[Na+]